SC(CCC)CCCCCC 4-mercapto-decane